CNC=1C(=CC2=CC=CC=C2C1)CO [3-(methylamino)-2-naphthyl]methanol